9-[(3bR,4aR)-1-{2-[4-(2,3-Dimethylphenyl)piperazin-1-yl]-2-oxoethyl}-3b,4,4a,5-tetrahydro-1H-cyclopropa[3,4]cyclopenta[1,2-c]pyrazol-3-carbonyl]-1-oxa-4,9-diazaspiro[5.5]undecan-3-on CC1=C(C=CC=C1C)N1CCN(CC1)C(CN1N=C(C2=C1C[C@@H]1[C@H]2C1)C(=O)N1CCC2(CNC(CO2)=O)CC1)=O